N,N-bis[(4-methoxyphenyl)methyl]-4H,6H,7H-pyrazolo[3,2-c][1,4]oxazine-3-sulfonamide COC1=CC=C(C=C1)CN(S(=O)(=O)C=1C=NN2C1COCC2)CC2=CC=C(C=C2)OC